3-(difluoromethyl)morpholine hydrochloride Cl.FC(C1NCCOC1)F